Vinyldimethylchloro-silan C(=C)[Si](Cl)(C)C